C(=O)O.ClC1=C(C=CC(=C1)NC=1C=2N(C=CN1)C(=CN2)C=2C(=NN(C2)CC=2N(N=CC2)C)C(F)(F)F)C(=O)N2CCNCC2 [2-chloro-4-[[3-[1-[(2-methylpyrazol-3-yl)methyl]-3-(trifluoromethyl)pyrazol-4-yl]imidazo[1,2-a]pyrazin-8-yl]amino]phenyl]-piperazin-1-ylmethanone formate